Cl.CC1=C(C(=O)O)C=CC=C1C 2,3-dimethylbenzoate hydrochloride